CC(CC(C(NC(C=O)CC1C(NCC1)=O)=O)NC(OC(C1(CC1)C1=CC(=CC=C1)Cl)C1=CC(=CC=C1)Cl)=O)C (3-chlorophenyl)(1-(3-chlorophenyl)cyclopropyl)methyl (4-methyl-1-oxo-1-((1-oxo-3-(2-oxopyrrolidin-3-yl)propan-2-yl)amino)pentan-2-yl)carbamate